4-methoxy-6-(thiazole-2-oxy)benzo[d]isoxazol-3-amine COC1=CC(=CC2=C1C(=NO2)N)OC=2SC=CN2